[CH2-]C(C=CCCCC)=O octenidone